(3R,4S)-3-(methoxymethyl)-4-((4-nitrobenzoyl)oxy)chromane-6-carboxylate COC[C@@H]1COC2=CC=C(C=C2[C@H]1OC(C1=CC=C(C=C1)[N+](=O)[O-])=O)C(=O)[O-]